(5-(((cis)-2-(3-(6-methoxypyridin-3-yl)azetidin-1-yl)cyclopentyl)oxy)-1-oxoisoindolin-2-yl)piperidine-2,6-dione COC1=CC=C(C=N1)C1CN(C1)[C@@H]1[C@@H](CCC1)OC=1C=C2CN(C(C2=CC1)=O)N1C(CCCC1=O)=O